N-(cis-2-(((cis-4-(2,5-difluorophenyl)cyclohexyl)oxy)-methyl)piperidin-3-yl)methanesulfonamide FC1=C(C=C(C=C1)F)[C@H]1CC[C@H](CC1)OC[C@@H]1NCCC[C@@H]1NS(=O)(=O)C